NC1=C(C=C(N=N1)C1=C(C=CC=C1)O)N1CC2CCC(C1)N2C2=CC(=NC=C2)C#CCN2CCOCCC2 2-[6-amino-5-[8-[2-[3-(1,4-oxazepan-4-yl)prop-1-ynyl]-4-pyridyl]-3,8-diazabicyclo[3.2.1]octan-3-yl]pyridazin-3-yl]phenol